CC1N(C1)CC(C(CN1C(C1)C)O)O 1,4-Bis(2-methylaziridin-1-yl)butane-2,3-diol